4-((7-Chloro-5-ethyl-1-methyl-4-oxo-4,5-dihydro-1H-pyrrolo[3,2-c]pyridin-3-yl)amino)-6-((5-fluoropyridin-2-yl)amino)-N-(methyl-d3)nicotinamide ClC=1C2=C(C(N(C1)CC)=O)C(=CN2C)NC2=CC(=NC=C2C(=O)NC([2H])([2H])[2H])NC2=NC=C(C=C2)F